N-{5-chloro-3-[1-(4-{4-[(1-{4-[(3R)-2,6-dioxopiperidin-3-yl]phenyl}piperidin-4-yl)methyl]piperazin-1-yl}phenyl)-3-(pyridin-4-yl)-1H-pyrazol-4-yl]-2-fluorophenyl}cyclopentanesulfonamide ClC=1C=C(C(=C(C1)NS(=O)(=O)C1CCCC1)F)C=1C(=NN(C1)C1=CC=C(C=C1)N1CCN(CC1)CC1CCN(CC1)C1=CC=C(C=C1)[C@@H]1C(NC(CC1)=O)=O)C1=CC=NC=C1